BrC1=CC=2N(C=C1)N=C(N2)NC2CCOCC2 7-bromo-N-(oxan-4-yl)-[1,2,4]triazolo[1,5-a]pyridin-2-amine